6-((4-Hydroxybutyl)amino)hexyl (2-hexyldecanoyl)prolinate C(CCCCC)C(C(=O)N1[C@@H](CCC1)C(=O)OCCCCCCNCCCCO)CCCCCCCC